2-(2-hydroxy-5-acryloyloxy-phenyl)-2H-benzotriazole OC1=C(C=C(C=C1)OC(C=C)=O)N1N=C2C(=N1)C=CC=C2